N-(7-fluoro-3-phenylnaphthyl)-2-phenyl-indole FC1=CC=C2C=C(C=C(C2=C1)N1C(=CC2=CC=CC=C12)C1=CC=CC=C1)C1=CC=CC=C1